COC=1C=C(C=C(C1)OCC(F)(F)F)C1(CC1)N 1-(3-methoxy-5-(2,2,2-trifluoroethoxy)phenyl)cyclopropan-1-amine